C(C1CO1)C1=C(CCCC1)CC1CO1 diglycidyl-cyclohexene